(3aS,4S,6R,6aR)-6-Ethenyl-2,2-dimethyl-hexahydrocyclopenta[d][1,3]dioxol-4-ol C(=C)[C@H]1C[C@@H]([C@H]2[C@@H]1OC(O2)(C)C)O